C1(=CC(=CC=C1)CC(=O)N1C2=C(OCC1)C(=CN=C2)C2=CC=C(C#N)C=C2)C 4-(4-(2-(m-Tolyl)acetyl)-3,4-dihydro-2H-pyrido[4,3-b][1,4]oxazin-8-yl)benzonitrile